OC(CNC(O[C@@H]1CC[C@H](CC1)C(N(C1=NC=CC(=C1)C=1C=NN(C1)C(F)(F)F)C[C@@H]1CC[C@H](CC1)C1=CC(=C(C=C1)OC)C)=O)=O)(C)C trans-4-((((trans)-4-(4-Methoxy-3-methylphenyl) cyclohexyl)methyl) (4-(1-(trifluoromethyl)-1H-pyrazol-4-yl)pyridin-2-yl)carbamoyl)cyclohexyl (2-hydroxy-2-methylpropyl)carbamate